C(C)C1=CC2=C(C(C=3NC4=CC(=CC=C4C3C2=O)C#C)(C)C)C=C1N1CCN(CC1)C(=O)OC(C)(C)C tert-butyl 4-(9-ethyl-3-ethynyl-6,6-dimethyl-11-oxo-6,11-dihydro-5H-benzo[b]carbazol-8-yl)piperazine-1-carboxylate